N,N'-(1,6-hexylene)bis(L-Lysinamide) C(CCCCCNC([C@@H](N)CCCCN)=O)NC([C@@H](N)CCCCN)=O